N(=[N+]=[N-])[C@H]1[C@@H](OCC1)COCC1=CC=CC=C1 |o1:3,4| (2R,3R)- or (2S,3S)-3-azido-2-((benzyloxy)methyl)tetrahydrofuran